4-((2S,5R)-4-Acryloyl-2,5-dimethylpiperazin-1-yl)-7-(6-amino-2,3,4-trifluorophenyl)-6-chloro-1-(2-isopropyl-4-(methylthio)pyridin-3-yl)pyrido[2,3-d]pyrimidin-2(1H)-one C(C=C)(=O)N1C[C@@H](N(C[C@H]1C)C=1C2=C(N(C(N1)=O)C=1C(=NC=CC1SC)C(C)C)N=C(C(=C2)Cl)C2=C(C(=C(C=C2N)F)F)F)C